4-(2-fluoro-4-nitrophenoxy)-5H-pyrrolo[3,2-d]pyrimidine FC1=C(OC=2C3=C(N=CN2)C=CN3)C=CC(=C1)[N+](=O)[O-]